ozone-aluminum salt [Al].O=[O+][O-]